C(C)(=O)C1=CN(C(C2=CC(=CC=C12)F)=O)C 4-Acetyl-7-fluoro-2-methylisoquinolin-1(2H)-one